5-[2-(tert-butoxy)-2-oxoethyl]-[1,2,4]triazolo[1,5-a]pyridin-8-yl 4-{[(1Z)-{[(tert-butoxy) carbonyl]amino}({[(tert-butoxy)carbonyl]imino})methyl]amino}-2-chlorobenzoate C(C)(C)(C)OC(=O)N\C(=N/C(=O)OC(C)(C)C)\NC1=CC(=C(C(=O)OC=2C=3N(C(=CC2)CC(=O)OC(C)(C)C)N=CN3)C=C1)Cl